ClC1=CC(=C(COC2=CC=CC(=N2)C2=C(C=C(CC3=NC4=C(N3C[C@H]3OCCC3)C=C(C=C4)C(=O)O)C=C2)F)C=C1)F (S)-2-(4-(6-(4-chloro-2-fluorobenzyloxy)pyridin-2-yl)-3-fluorobenzyl)-1-((tetrahydrofuran-2-yl)methyl)-1H-benzo[d]imidazole-6-carboxylic acid